C(C1=CC=CC=C1)(C1=CC=CC=C1)=C1CCCCC1=O 6-benzhydrylidenecyclohexanone